D-valyl phosphoramidate P(OC([C@H](N)C(C)C)=O)([O-])(=O)N